isopropyl O-(methoxyaminothiophosphoryl)salicylate CC(C)OC(=O)C1=CC=CC=C1OP(=S)(N)OC